2,4,6-triazidomethylbenzene N(=[N+]=[N-])CC1=CC(=CC(=C1)CN=[N+]=[N-])CN=[N+]=[N-]